COC1=NC=2CCCCC2C=C1C(=O)NC(C)CCC1=CC=CC=C1 2-methoxy-N-(4-phenylbutan-2-yl)-5,6,7,8-tetrahydroquinoline-3-carboxamide